ClC=1C=NC=CC1C1=NOC(=C1C1=CC2(C1)CCN(CC2)C=2C=C1C(=CC(=NC1=CC2)C(=O)O)OC)C2CC2 6-(2-(3-(3-chloropyridin-4-yl)-5-cyclopropylisoxazol-4-yl)-7-azaspiro[3.5]non-1-en-7-yl)-4-methoxyquinoline-2-carboxylic acid